methyl azepane-4-carboxylate-HCl Cl.N1CCC(CCC1)C(=O)OC